C(#N)C=1C(=CC(=NC1)NC(=O)N1CCCC2=CC(=C(N=C12)C=O)CN1C(CN(CC1)C)=O)NCCSC1CC1 N-(5-cyano-4-((2-(cyclopropylthio)ethyl)amino)pyridin-2-yl)-7-formyl-6-((4-methyl-2-oxopiperazin-1-yl)methyl)-3,4-dihydro-1,8-naphthyridine-1(2H)-carboxamide